4-methyl-valeryl-oxyhexanoic acid-3,7-dimethyl-6-octenyl ester CC(CCOC(C(CCCC)OC(CCC(C)C)=O)=O)CCC=C(C)C